C(C1=CC=CC=C1)OC=1C=CC2=C(CNS(N2C)(=O)=O)C1 6-(benzyloxy)-1-methyl-3,4-dihydro-2λ6,1,3-benzothiadiazine-2,2(1H)-dione